1-({[(2-{6-Cyclopropyl-4-[4-fluoro-2-(4-methyl-1,2,4-triazol-3-yl)phenyl]pyridin-2-yl}-6,7-difluoro-1,3-benzoxazol-5-yl)methyl]amino}methyl)cyclobutan-1-ol C1(CC1)C1=CC(=CC(=N1)C=1OC2=C(N1)C=C(C(=C2F)F)CNCC2(CCC2)O)C2=C(C=C(C=C2)F)C2=NN=CN2C